C(C)OC(C=C=CC(C1=CC=CC=C1)OC(C)=O)=O 5-acetoxy-5-phenylpenta-2,3-dienoic acid ethyl ester